(2-Cyanophenyl)carbamic acid methyl ester COC(NC1=C(C=CC=C1)C#N)=O